C(C1=CC=CC=C1)OC1=CC=CN2N[C@H]3N(C=C21)CCOC3 (R)-7-(benzyloxy)-3,4,12,12a-tetrahydro-1H-[1,4]oxazino[3,4-c]pyrido[2,1-f][1,2,4]triazine